4-amino-5-[6-(cyclopropyloxy)pyridin-3-yl]-7-{(1S)-1-[1-(2,4-difluorophenyl)-1H-1,2,3-triazol-4-yl]ethyl}-7H-pyrrolo[2,3-d]pyrimidine-6-carbonitrile NC=1C2=C(N=CN1)N(C(=C2C=2C=NC(=CC2)OC2CC2)C#N)[C@@H](C)C=2N=NN(C2)C2=C(C=C(C=C2)F)F